3-[4-[3-(cyanomethyl)piperazin-1-yl]-2-[[(2S)-1-methylpyrrolidin-2-yl]methoxy]-6,8-dihydro-5H-pyrido[3,4-d]pyrimidin-7-yl]pyridine-4-carbonitrile C(#N)CC1CN(CCN1)C=1C2=C(N=C(N1)OC[C@H]1N(CCC1)C)CN(CC2)C=2C=NC=CC2C#N